3-(5-chloro-8-methoxy-11H-indolo[3,2-c]isoquinolin-11-yl)-N,N-dimethyl-1-propylamine ClC1=NC2=C(C3=CC=CC=C13)N(C1=CC=C(C=C12)OC)CCCN(C)C